ClC=1C=C(SC1)C(=O)NC1CCC(CC1)NC1=CC(=NC2=CC=CC=C12)C(F)(F)F 4-chloro-N-[(1s,4s)-4-{[2-(trifluoromethyl)quinolin-4-yl]amino}cyclohexyl]thiophene-2-carboxamide